CC1=NC=C(N=C1)N1N=C(N=C1[C@H](C)NC(C1=CC(=CC(=C1)C(F)(F)F)S(=O)(=O)C)=O)C Methyl-5-(3-Methyl-5-{(1S)-1-[3-(Methylsulfonyl)-5-(trifluoromethyl)benzamido]ethyl}-1H-1,2,4-triazol-1-yl)pyrazin